1-(3-fluoro-4-methylbenzyl)-3,4-dihydro-1H-benzo[b]azepine-2,5-dione FC=1C=C(CN2C3=C(C(CCC2=O)=O)C=CC=C3)C=CC1C